2,3,4-triacetoxy-rhamnopyranose C(C)(=O)O[C@@]1(C(O)O[C@H]([C@@]([C@]1(O)OC(C)=O)(O)OC(C)=O)C)O